O=C1NC(CCC1N1C(C2=CC=C(C=C2C1=O)CN1C2CN(CC1C2)C(=O)C2=C(CCCC2)C2=CC=C(C=C2)F)=O)=O 2-(2,6-dioxopiperidin-3-yl)-5-((3-(4'-fluoro-3,4,5,6-tetrahydro-[1,1'-biphenyl]-2-carbonyl)-3,6-diazabicyclo[3.1.1]heptan-6-yl)methyl)isoindoline-1,3-dione